5'-O-t-butyldimethylsilylthymidine [Si](C)(C)(C(C)(C)C)OC[C@@H]1[C@H](C[C@@H](O1)N1C(=O)NC(=O)C(C)=C1)O